4-[(R)-(1-Phenyl-ethyl)amino]-6-({4-[N-(2-methoxy-ethyl)-N-ethyl-amino]-1-oxo-2-butene-1-yl}amino)-7-cyclopropylmethoxy-quinazoline C1(=CC=CC=C1)[C@@H](C)NC1=NC=NC2=CC(=C(C=C12)NC(C=CCN(CC)CCOC)=O)OCC1CC1